C(#N)C1=C(C(=C(C(=C1F)C#N)F)C#N)F 2,4,6-tricyano-1,3,5-trifluorobenzene